((2-(trimethylsilyl)ethoxy)methyl)pyrrolidin-2-one C[Si](CCOCN1C(CCC1)=O)(C)C